ClC=1C=C2C(=NC(=NC2=C(C1C1=C2C=NNC2=CC=C1C)F)NC1CCN(CC1)C1CC1)N1CCN(CC1)C(=O)OC(C)(C)C tert-Butyl 4-(6-chloro-2-((1-cyclopropylpiperidin-4-yl)amino)-8-fluoro-7-(5-methyl-1H-indazol-4-yl)quinazolin-4-yl)piperazine-1-carboxylate